(((1-(6-amino-9H-purin-9-yl)propan-2-yloxy)methyl)(phenoxy)phosphoryloxy)methyl pivalate C(C(C)(C)C)(=O)OCOP(=O)(OC1=CC=CC=C1)COC(CN1C2=NC=NC(=C2N=C1)N)C